Tert-butyl (6-(2-methyl-2-(thiazol-2-yl)propionyl)pyridin-3-yl)carbamate CC(C(=O)C1=CC=C(C=N1)NC(OC(C)(C)C)=O)(C)C=1SC=CN1